OCCNC(=O)C=1N=CN(C1)CCCCCCO N-(2-Hydroxyethyl)-1-(6-hydroxyhexyl)-1H-imidazole-4-carboxamide